N-[4-(4-amino-2-ethyl-1H-imidazo[4,5-c]quinolin-1-yl)butyl]methanesulfonamide NC1=NC=2C=CC=CC2C2=C1N=C(N2CCCCNS(=O)(=O)C)CC